(5-Methoxy-6-(methoxycarbonyl)pyridin-3-yl)boronic acid COC=1C=C(C=NC1C(=O)OC)B(O)O